CC1(CC1)N1N=C(C=C1)C1(CCCC1)O (1-(1-methylcyclopropyl)-1H-pyrazol-3-yl)cyclopentan-1-ol